(2S,3R)-3-hydroxy-Nα-methyl-asparagine O[C@H]([C@H](NC)C(=O)O)C(N)=O